CN1N=CC(=C1)C1=CC=C(C=C1)S(=O)(=O)N 4-(1-methyl-1H-pyrazol-4-yl)benzenesulfonamide